N1=C(N=CC=C1)C1(CC1)NC(=O)[C@@H]1CN(CC[C@H]1NC(=O)C1=NOC(=C1)C1=C(C=C(C=C1)F)F)C(C)(C)C (3R,4R)-1-tert-Butyl-4-{[5-(2,4-difluoro-phenyl)-isoxazole-3-carbonyl]-amino}-piperidine-3-carboxylic acid (1-pyrimidin-2-yl-cyclopropyl)-amide